NC1=NC(=C2N=CN(C2=N1)[C@H]1C[C@H](C1)COP(=O)(OC1=C(C=C(C=C1)Cl)F)N[C@@H](C)C(=O)OC)OC methyl (((cis-3-(2-amino-6-methoxy-9H-purin-9-yl) cyclobutyl)methoxy)(4-chloro-2-fluorophenoxy) phosphoryl)-L-alaninate